7-fluoro-N-(8-fluoro-6-oxo-1,4,5,6-tetrahydro-2H-pyrano[3,4-c]isoquinolin-1-yl)-N-methyl-1H-indole-2-carboxamide FC=1C=CC=C2C=C(NC12)C(=O)N(C)C1COCC=2NC(C=3C=C(C=CC3C21)F)=O